ClC=1C=C(C(=O)N2CC=3C(=NN4C3C(N(C[C@H]4C(=O)NC)[C@@H](C)C4=CC(=NC=C4)C(F)(F)F)=O)C[C@H]2C)C=CC1Cl |o1:21| (3R,7S)-2-(3,4-Dichlorobenzoyl)-N,3-dimethyl-10-oxo-9-((S*)-1-(2-(trifluoromethyl)pyridin-4-yl)ethyl)-1,2,3,4,7,8,9,10-octahydropyrido[4',3':3,4]pyrazolo[1,5-a]pyrazine-7-carboxamide